monocyanoethylbutanediol C(#N)CCC(CCC)(O)O